2-(bis(t-butoxycarbonyl)amino)-6-allylpyrazine C(C)(C)(C)OC(=O)N(C1=NC(=CN=C1)CC=C)C(=O)OC(C)(C)C